N[C@@H]([C@@H](C)CC)C(=O)N[C@@H](CC1=CNC2=CC=CC=C12)C(=O)[O-] L-isoleucyl-L-tryptophanate